FC1=CC=CC=2C=C(OC21)C(=O)NO 7-fluoro-N-hydroxybenzofuran-2-carboxamide